(S)-1-((6'-Chloro-3-fluoro-4'-(((S)-4-hydroxybutan-2-yl)amino)-[2,3'-bipyridin]-5-yl)methyl)pyrrolidin-3-ol ClC1=CC(=C(C=N1)C1=NC=C(C=C1F)CN1C[C@H](CC1)O)N[C@@H](C)CCO